C1(CCCCC1)P(C1=C(C(=O)O)C=CC=C1)C1CCCCC1 ortho-dicyclohexylphosphino-benzoic acid